3-(((pyridine-3-carbonyl)oxy)(4-fluorobenzoyl)amino)benzamide N1=CC(=CC=C1)C(=O)ON(C=1C=C(C(=O)N)C=CC1)C(C1=CC=C(C=C1)F)=O